FC1=C(C=CC=C1)[C@@H](C)N1C=NC2=C(C1=O)C1=C(S2)CNCC1 (R)-3-(1-(2-Fluorophenyl)ethyl)-5,6,7,8-tetrahydropyrido[4',3':4,5]thieno[2,3-d]pyrimidin-4(3H)-one